5-chloro-1-[(4-methoxyphenyl)methyl]-2'-methyl-6'-(1-methyltriazol-4-yl)spiro[indoline-3,4'-piperidin]-2-one ClC=1C=C2C(=CC1)N(C(C21CC(NC(C1)C=1N=NN(C1)C)C)=O)CC1=CC=C(C=C1)OC